(7S)-6-methyl-2-sulfanyl-spiro[5,8-dihydropyrido[4,3-d]pyrimidine-7,1'-tetralin]-4-ol CN1CC2=C(N=C(N=C2O)S)C[C@]12CCCC1=CC=CC=C21